N-(6-(4-chlorophenyl)-1-cyclohexyl-1H-pyrazolo[3,4-d]pyrimidin-4-yl)-5-nitrothiophene-2-carboxamide ClC1=CC=C(C=C1)C1=NC(=C2C(=N1)N(N=C2)C2CCCCC2)NC(=O)C=2SC(=CC2)[N+](=O)[O-]